ClC=1C=C(OCC(=O)C2=CC(=C(C=C2)F)Cl)C=CC1F 2-(3-chloro-4-fluorophenoxy)-1-(3-chloro-4-fluorophenyl)ethan-1-one